(5-(pyridin-4-yl)-1,3,4-thiadiazol-2-yl)methanol N1=CC=C(C=C1)C1=NN=C(S1)CO